(4-methylphenoxy)((1S)-(1-methoxycarbonylethyl)amino)phosphinoyl chloride CC1=CC=C(OP(=O)(N[C@@H](C)C(=O)OC)Cl)C=C1